FC=1C=C(C=CC1F)C1=C(N=C(C2=C(C=CC=C12)O)CCC(=O)O)C1CCOCC1 3-[4-(3,4-difluorophenyl)-8-hydroxy-3-tetrahydropyran-4-yl-1-isoquinolinyl]propionic acid